((S)-2-(((2R,3S,4R,5R)-5-(6-chloro-4-(cyclopentylamino)-1H-pyrazolo[3,4-d]pyrimidin-1-yl)-3,4-dihydroxytetrahydrofuran-2-yl)methoxy)-1-(ethylsulfonyl)propan-2-yl)phosphonic acid ClC1=NC(=C2C(=N1)N(N=C2)[C@H]2[C@@H]([C@@H]([C@H](O2)CO[C@@](CS(=O)(=O)CC)(C)P(O)(O)=O)O)O)NC2CCCC2